3-(2-thienyl)-4-methylthioisocoumarin S1C(=CC=C1)C=1OC(=S)C2=CC=CC=C2C1C